3-undecoxypropane-1,2-diol C(CCCCCCCCCC)OCC(CO)O